(2R,4S)-N-((S)-1-(((6-Amino-2-methylpyridin-3-yl)methyl)amino)-1-oxopropan-2-yl)-4-(4-fluorobenzyl)pyrrolidine-2-carboxamide di-trifluoroacetate salt FC(C(=O)O)(F)F.FC(C(=O)O)(F)F.NC1=CC=C(C(=N1)C)CNC([C@H](C)NC(=O)[C@@H]1NC[C@H](C1)CC1=CC=C(C=C1)F)=O